Butyl-3,5-di-tert-butyl-4-hydroxy-pyrazol C(CCC)N1N=C(C(=C1C(C)(C)C)O)C(C)(C)C